ClC=1C=C(C=CC1)C1=NOC(=N1)C=1C=C2C(CC(OC2=CC1)(CC)CC)=O 6-[3-(3-chlorophenyl)-1,2,4-oxadiazol-5-yl]-2,2-diethyl-chroman-4-one